IC#CCCCI 1,5-diiodo-1-pentyne